OCCOCCOCCOCCN(C(OC(C)(C)C)=O)C tert-butyl N-[2-[2-[2-(2-hydroxyethoxy)ethoxy]ethoxy]ethyl]-N-methyl-carbamate